NC1CC=2C(=C(C=3C=C(N=CC3C2)C2CC2)S(=O)(=O)NC2CC(C2)(F)F)C1 7-amino-3-cyclopropyl-N-(3,3-difluorocyclobutyl)-7,8-dihydro-6H-cyclopenta[g]isoquinoline-5-sulfonamide